P(=O)(O)(O)O.C1(=CC=CC=C1)C=1C(=CC=CC1)C1=CC=CC=C1 terphenyl monophosphate